Cyclopentyl-(2-iodophenyl)methanone methyl-(Z)-3-methoxy-2-[2-methyl-5-(3-propylpyrazol-1-yl)phenoxy]prop-2-enoate COC(/C(=C/OC)/OC1=C(C=CC(=C1)N1N=C(C=C1)CCC)C)=O.C1(CCCC1)C(=O)C1=C(C=CC=C1)I